FC1(CCC(CC1)N1N=CC=C(C1=O)NC(C1=C(C=C(C=C1)I)N1CCC2(CC2)CC1)=O)F N-(2-(4,4-difluorocyclohexyl)-3-oxo-2,3-dihydropyridazin-4-yl)-4-iodo-2-(6-azaspiro[2.5]octan-6-yl)benzamide